4-(cyclobutylamino)-N-((R)-2-hydroxy-2-((S)-7-hydroxy-1,2,3,4-tetrahydroisoquinolin-3-yl)ethyl)picolinamide C1(CCC1)NC1=CC(=NC=C1)C(=O)NC[C@H]([C@H]1NCC2=CC(=CC=C2C1)O)O